benzyl 4-{5-[4-(dibutoxymethyl)piperidin-1-yl]pyridin-2-yl}piperidine-1-carboxylate C(CCC)OC(C1CCN(CC1)C=1C=CC(=NC1)C1CCN(CC1)C(=O)OCC1=CC=CC=C1)OCCCC